N-(3-bromo-2-chloro-phenyl)-4-(4-hydroxy-1-piperidyl)-4,5,6,7-tetrahydropyrazolo[1,5-a]pyridine-2-carboxamide BrC=1C(=C(C=CC1)NC(=O)C1=NN2C(C(CCC2)N2CCC(CC2)O)=C1)Cl